C(C=C)(=O)N1C[C@H](C[C@@H]1COC)N1N=C(C(=C1NC)C(=O)N)C#CC1=CC2=C(N(C=N2)C2CCC2)C=C1F 1-((3s,5r)-1-propenoyl-5-(methoxymethyl)pyrrolidin-3-yl)-3-((1-cyclobutyl-6-fluoro-1H-benzo[d]imidazol-5-yl)ethynyl)-5-(methylamino)-1H-pyrazole-4-carboxamide